[N+](=O)([O-])[O-].[Al+3].[N+](=O)([O-])[O-].[N+](=O)([O-])[O-] Aluminum nitrate salt